FC1(CC(C1)(CC1=NN=CN1C)C=1C=C(C=CC1)N1C(C2=CC=CC(=C2C1)C(F)(F)F)=O)F 2-(3-(3,3-difluoro-1-((4-methyl-4H-1,2,4-triazol-3-yl)methyl)cyclobutyl)phenyl)-4-(trifluoromethyl)isoindolin-1-one